(S)-6-bromo-2-(3,3-dimethylbut-2-yl)-N-methyl-3-oxoisoindoline-4-sulfonamide BrC=1C=C(C=2C(N(CC2C1)[C@@H](C)C(C)(C)C)=O)S(=O)(=O)NC